FC(C)(F)C1=NC(=CC(=N1)N1CC2(C=3C=NC(=CC31)NC(C)=O)CC2)C(C)(C)F N-(1'-(2-(1,1-difluoroethyl)-6-(2-fluoroprop-2-yl)pyrimidin-4-yl)-1',2'-dihydrospiro[cyclopropane-1,3'-pyrrolo[3,2-c]pyridin]-6'-yl)acetamide